C(N)(OC1=CC(=C(C=C1)C)OC(N)=O)=O (4-methyl-1,3-phenylene) dicarbamate